OC(CNC(C)(C)C)C=1C=C(C=C(C1)O)O 5-(1-hydroxy-2-tert-butylaminoethyl)benzene-1,3-diol